(1R,2S,3R,4S,5R,6S)-5,6-dimethoxy-1,2,3,4-cyclohexanetetraol CO[C@@H]1[C@H]([C@@H]([C@@H]([C@H]([C@@H]1OC)O)O)O)O